O7-Tert-butyl O3-ethyl 2-amino-5,6-dihydro-4H-thieno[2,3-b]pyridine-3,7-dicarboxylate NC1=C(C2=C(N(CCC2)C(=O)OC(C)(C)C)S1)C(=O)OCC